COC=1C=C(C=C(C1)OC)C1=CC=C(C=C1)C(=O)C1=CC(=C(C=C1)N1C=NC(=C1)C)OC (3',5'-dimethoxy-[1,1'-biphenyl]-4-yl)(3-methoxy-4-(4-methyl-1H-imidazol-1-yl)phenyl)methanone